FC1=CC=C(C=C1)C(N1C(CN(CC1)C1=C(C(N(C=2C=CC(=NC12)C#N)C)=O)C#N)CO)C1=CC=C(C=C1)F 8-(4-(bis(4-fluorophenyl)methyl)-3-(hydroxymethyl)piperazin-1-yl)-5-methyl-6-oxo-5,6-dihydro-1,5-naphthyridine-2,7-dinitrile